OCCCCC=1C=C2C(=NC=NN2C1)C=1C=CC2=C(OCCCC2NC(OC(C)(C)C)=O)C1 tert-butyl (8-(6-(4-hydroxybutyl)pyrrolo[2,1-f][1,2,4]triazin-4-yl)-2,3,4,5-tetrahydrobenzo[b]oxepin-5-yl)carbamate